C1(CC1)N1N=NC(=C1)C(=O)NC1CN(C1)C(C)C1=CC=C(C=C1)OCC(F)(F)F 1-cyclopropyl-N-(1-(1-(4-(2,2,2-trifluoroethoxy)phenyl)ethyl)azetidin-3-yl)-1H-1,2,3-triazole-4-carboxamide